ClC=1C=CC(=C(C1)C(C(=O)N)NC1=C(C=CC=C1)S(NCC1=NC=CC=C1)(=O)=O)OC (5-chloro-2-methoxyphenyl)-2-({2-[(pyridin-2-ylmethyl)sulfamoyl]phenyl}amino)acetamide